tin (II) glucarate O=C([C@H](O)[C@@H](O)[C@H](O)[C@H](O)C(=O)[O-])[O-].[Sn+2]